N-(Bis(4-(trifluoromethyl)phenyl)phosphanyl)-9H-carbazole-9-carboxamide FC(C1=CC=C(C=C1)P(NC(=O)N1C2=CC=CC=C2C=2C=CC=CC12)C1=CC=C(C=C1)C(F)(F)F)(F)F